N-(4-Cyanobenzyl)-1-methyl-6-((1-(N-(6-methylpyridin-2-yl)sulfamoyl)cyclopropyl)methyl)-7-oxo-4,5,6,7-tetrahydro-1H-pyrazolo[3,4-c]pyridine-3-carboxamide C(#N)C1=CC=C(CNC(=O)C2=NN(C=3C(N(CCC32)CC3(CC3)S(NC3=NC(=CC=C3)C)(=O)=O)=O)C)C=C1